dimethoxy(3-phenanthryl)(4-vinylphenyl)silane CO[Si](C1=CC=C(C=C1)C=C)(C=1C=CC=2C=CC3=CC=CC=C3C2C1)OC